ClC=1C=C2C=C([C@H](NC2=CC1)C(F)(F)F)C(=O)O (S)-6-chloro-1,2-dihydro-2-trifluoromethyl-3-quinolinecarboxylic acid